COC=1C=C(C=CC1NC1=CC(=C2C(=N1)NC=C2C(F)(F)F)N2CCOCC2)C(=O)N2CCOCC2 (3-Methoxy-4-((4-morpholino-3-(trifluoromethyl)-1H-pyrrolo[2,3-b]pyridin-6-yl)amino)phenyl)(morpholino)methanon